4-(2-(3-(3-chloro-2-fluoro-6-(1H-tetrazol-1-yl)phenyl)acryloyl)-1,2,3,4-tetrahydroisoquinoline-1-carboxamido)benzoic acid tert-butyl ester C(C)(C)(C)OC(C1=CC=C(C=C1)NC(=O)C1N(CCC2=CC=CC=C12)C(C=CC1=C(C(=CC=C1N1N=NN=C1)Cl)F)=O)=O